but-2-ynylamide trifluoroacetate FC(C(=O)[O-])(F)F.C(C#CC)[NH-]